tert-butyl (3,5-difluoro-4-(3-iodo-1H-pyrazolo[3,4-c]pyridin-5-yl)benzyl)(methyl)carbamate FC=1C=C(CN(C(OC(C)(C)C)=O)C)C=C(C1C=1C=C2C(=CN1)NN=C2I)F